7-bromo-4-((1R,5R,6R)-6-((tert-butyldimethylsilyl)oxy)-3-azabicyclo[3.2.1]octan-3-yl)-2-chloro-8-fluoro-6-iodoquinazoline BrC1=C(C=C2C(=NC(=NC2=C1F)Cl)N1C[C@H]2C[C@H]([C@@H](C1)C2)O[Si](C)(C)C(C)(C)C)I